C(#N)C1=C(C=NC(=C1)CN1CC2=CC=CC=C2C1)OCC1CCN(CC1)S(=O)(=O)NC 4-(((4-cyano-6-(isoindolin-2-yl-methyl)pyridin-3-yl)oxy)methyl)-N-methylpiperidine-1-sulfonamide